4-(aminomethyl)-benzonitrile hydrochloride Cl.NCC1=CC=C(C#N)C=C1